tert-butyl (2S,4S)-2-hydroxymethyl-4-((2,2-difluorobenzo[d][1,3]dioxol-5-yl)oxy)pyrrolidine-1-carboxylate OC[C@H]1N(C[C@H](C1)OC1=CC2=C(OC(O2)(F)F)C=C1)C(=O)OC(C)(C)C